C(CCCCCCC)[Si](OC)(C)C n-octyl-dimethyl-methoxysilane